ethyl (S)-3-(((R)-tert-butylsulfinyl)amino)-3-(5-(2-((3,4-dimethoxybenzyl)oxy)-6-methylphenyl)-2-methylthiophen-3-yl)propanoate C(C)(C)(C)[S@@](=O)N[C@@H](CC(=O)OCC)C1=C(SC(=C1)C1=C(C=CC=C1C)OCC1=CC(=C(C=C1)OC)OC)C